methyl 3-(tert-butoxycarbonylamino)-3-(6-methoxy-2-pyridyl)-2-[(3-nitro-2-pyridyl)amino]propanoate C(C)(C)(C)OC(=O)NC(C(C(=O)OC)NC1=NC=CC=C1[N+](=O)[O-])C1=NC(=CC=C1)OC